(E)-4,4,4-Trifluoromethylbut-2-enoic acid FCC(/C=C/C(=O)O)(CF)CF